3-hydroxypropanesulfonic acid sodium salt [Na+].OCCCS(=O)(=O)[O-]